thiophene-3-carboxylic acid methyl ester hydrochloride Cl.COC(=O)C1=CSC=C1